Iridium oxid selenophosphorate P([O-])([O-])([O-])=[Se].[Ir+3]=O